indolo[2,3-a]quinolizin-4-one C=1C=CC(N2CC=C3C(C12)=NC1=CC=CC=C13)=O